C1(CC1)NC(C1=C(C=CC(=C1)F)SC1=CC=C2C(=NN(C2=C1)C1OCCCC1)\C=C\C1=NC=C(C=C1)CN(CC)CC)=O N-cyclopropyl-2-[3-[(trans)-2-[5-(diethylaminomethyl)-2-pyridyl]vinyl]-1-tetrahydropyran-2-ylindazol-6-yl]sulfanyl-5-fluoro-benzamide